3-[[(5s,7s)-7-fluoro-5-phenyl-6,7-dihydro-5H-pyrrolo[1,2-b][1,2,4]triazol-2-yl]thio]cyclobutanol F[C@H]1C[C@H](N2N=C(N=C21)SC2CC(C2)O)C2=CC=CC=C2